ClC=1C=C(C=CC1)S(=O)(=O)N[C@@H]1[C@H](CCC1)O 3-chloro-N-((1S,2S)-2-hydroxycyclopentyl)benzenesulfonamide